S1C(=CC=C1)C(=O)N1N=NC2=C1C=CC=C2 1-(2-Thienylcarbonyl)Benzotriazole